N-[(2,6-difluorophenyl)methyl]-3-[[4-oxo-6-(1H-pyrazol-4-yl)quinazolin-3-yl]methyl]benzamide FC1=C(C(=CC=C1)F)CNC(C1=CC(=CC=C1)CN1C=NC2=CC=C(C=C2C1=O)C=1C=NNC1)=O